CC(C)C1=NC=CC2=CN=CC=C12 1-(propan-2-yl)-2,6-naphthyridine